FC(CN1N=CC=2C1=NC(=CN2)NC2C[C@@H]1[C@@H](CN(C1)C1=NC=CN=C1OC)C2)F 1-(2,2-difluoroethyl)-N-((3aR,5s,6aS)-2-(3-methoxypyrazin-2-yl)octahydrocyclopenta[c]pyrrol-5-yl)-1H-pyrazolo[3,4-b]pyrazin-6-amine